The molecule is an acyl-CoA resulting from the formal condensation of the thiol group of coenzyme A with the 1-carboxy group of (2E)-hexadecenedioic acid. It derives from a hexadecanedioic acid. It is a conjugate acid of a (2E)-hexadecenedioyl-CoA(5-). CC(C)(COP(=O)(O)OP(=O)(O)OC[C@@H]1[C@H]([C@H]([C@@H](O1)N2C=NC3=C(N=CN=C32)N)O)OP(=O)(O)O)[C@H](C(=O)NCCC(=O)NCCSC(=O)/C=C/CCCCCCCCCCCCC(=O)O)O